C1(=CC=CC=C1)N1N=C2C(=N1)C=CC(=C2)N 2-PHENYLBENZOTRIAZOL-5-AMIN